BrC=1C(=C(C=C(C1)C)C12C[C@]3(C[C@](CC(C1)C3)(C2)C)C)OCOC (1r,3R,5S,7r)-1-(3-bromo-2-(methoxymethoxy)-5-methylphenyl)-3,5-dimethyladamantane